((2-(3-((tert-Butoxycarbonyl)(6-methoxy-3-nitropyridin-2-yl)amino)-propyl)-3,4-difluorophenyl)amino)-2-fluoro-3-(trifluoromethyl)-benzoic acid methyl ester COC(C1=C(C(=C(C=C1)NC1=C(C(=C(C=C1)F)F)CCCN(C1=NC(=CC=C1[N+](=O)[O-])OC)C(=O)OC(C)(C)C)C(F)(F)F)F)=O